C1C(CC12CCNCC2)NC([O-])=O (7-azaspiro[3.5]non-2-yl)carbamate